(3S)-3-((S)-sec-butyl)-N-(2-(methylsulfinyl)ethyl)-2-oxo-1,2,3,5-tetrahydro-4H-benzo[e][1,4]diazepine-4-carboxamide [C@H](C)(CC)[C@@H]1N(CC2=C(NC1=O)C=CC=C2)C(=O)NCCS(=O)C